FC1=CC2=C(N(C(N=C2N2[C@H](CN(CC2)C(=O)OC(C)(C)C)C)=O)C=2C(=NC=CC2C)C(C)C)N=C1C1=C(C=CC=C1O)F tert-Butyl (M)-(3S)-4-(6-fluoro-7-(2-fluoro-6-hydroxyphenyl)-1-(2-isopropyl-4-methylpyridin-3-yl)-2-oxo-1,2-dihydropyrido[2,3-d]pyrimidin-4-yl)-3-methylpiperazine-1-carboxylate